NC(C(=O)O)CC=1C=NN(C1)C 2-amino-3-(1-methylpyrazol-4-yl)propanoic acid